ClC1=CC2=C(C=N1)C(=NN2)N2C[C@H](CC2)N(C)C (S)-1-(6-chloro-1H-pyrazolo[4,3-C]pyridin-3-yl)-N,N-dimethylpyrrolidin-3-amine